CC=1C=C(C=CC1C)C1=CC(=CC=C1)C(=O)O 3',4'-dimethyl-[1,1'-biphenyl]-3-carboxylic acid